(S)-2-amino-3-(4-(5-(4-methoxyphenyl)-1,2,4-oxadiazol-3-yl)phenyl)propanoic acid hydrochloride Cl.N[C@H](C(=O)O)CC1=CC=C(C=C1)C1=NOC(=N1)C1=CC=C(C=C1)OC